6-bromo-3-fluoro-2-((2-fluorobenzyl)oxy)pyridine BrC1=CC=C(C(=N1)OCC1=C(C=CC=C1)F)F